1-(3-(methylsulfonyl)propoxy)4-nitrobenzene CS(=O)(=O)CCCOC1=CC=C(C=C1)[N+](=O)[O-]